C(C1=CC=CC=C1)OC(=O)NC1CN(CCCC1=O)C(=O)OCC1=CC=CC=C1 benzyl 3-(benzyloxycarbonylamino)-4-oxo-azepane-1-carboxylate